{4-(naphthalen-1-yl)-phenyl}-{4-(naphthalen-2-yl)-phenyl}-amine C1(=CC=CC2=CC=CC=C12)C1=CC=C(C=C1)NC1=CC=C(C=C1)C1=CC2=CC=CC=C2C=C1